N-(4-fluoro-3-methylphenyl)-1,2,4-trimethyl-5-(2-((6-morpholinopyridin-3-yl)amino)-2-oxoacetyl)-1H-pyrrole-3-carboxamide FC1=C(C=C(C=C1)NC(=O)C1=C(N(C(=C1C)C(C(=O)NC=1C=NC(=CC1)N1CCOCC1)=O)C)C)C